4-bromo-6-((1-methylpiperidin-4-yl)amino)furo[2,3-g]quinoline-2-carboxamide BrC1=C2C(=CC=3C=CC(=NC13)NC1CCN(CC1)C)OC(=C2)C(=O)N